O=S1(CCN(CC1)C1CN(CCC1)C(=O)OC(C)(C)C)=O tert-Butyl 3-(1,1-dioxidothiomorpholino)piperidine-1-carboxylate